CC1(OB(OC1(C)C)/C(=C(/CC)\B1OC(C(O1)(C)C)(C)C)/C=1C=C2C=NN(C2=CC1)C1OCCCC1)C (Z)-5-(1,2-bis(4,4,5,5-tetramethyl-1,3,2-dioxaborolan-2-yl)but-1-enyl)-1-(tetrahydro-2H-pyran-2-yl)-1H-indazole